tert-butyl (3-chloro-2-fluoro-4-hydroxyphenyl)carbamate ClC=1C(=C(C=CC1O)NC(OC(C)(C)C)=O)F